The molecule is an optically active form of ornithine having L-configuration. It has a role as a hepatoprotective agent, an algal metabolite and a mouse metabolite. It is an ornithine and a non-proteinogenic L-alpha-amino acid. It is a conjugate base of a L-ornithinium(1+). It is a conjugate acid of a L-ornithinate. It is an enantiomer of a D-ornithine. C(C[C@@H](C(=O)O)N)CN